N-[(2-aminoquinolin-7-yl)methyl]-N-[2-(hydroxymethyl)phenyl]acetamide tert-Butyl-N-[7-({N-[2-(hydroxymethyl)phenyl]acetamido}methyl)quinolin-2-yl]carbamate C(C)(C)(C)OC(NC1=NC2=CC(=CC=C2C=C1)CN(C(C)=O)C1=C(C=CC=C1)CO)=O.NC1=NC2=CC(=CC=C2C=C1)CN(C(C)=O)C1=C(C=CC=C1)CO